CC1(OB(OC1(C)C)C1=CC(=NC=C1)N(C(OC(C)(C)C)=O)CC(F)(F)F)C tert-butyl N-[4-(4,4,5,5-tetramethyl-1,3,2-dioxaborolan-2-yl)-2-pyridyl]-N-(2,2,2-trifluoroethyl)carbamate